N-methyl-5-(piperazin-1-yl)pyridine hydrochloride Cl.CN1CC=CC(=C1)N1CCNCC1